N-benzyl-N-isopentylmethacrylamide C(C1=CC=CC=C1)N(C(C(=C)C)=O)CCC(C)C